5-(2-methoxyphenoxy)-[2,2'-bipyrimidine]-4,6(1h,5h)-dione COC1=C(OC2C(N=C(NC2=O)C2=NC=CC=N2)=O)C=CC=C1